BrC1=C(C=CC=C1OC=1C=C(C2=CC=CC=C2C1)N(C1=CC=CC=C1)C1=CC=CC=C1)OC=1C=C(C2=CC=CC=C2C1)N(C1=CC=CC=C1)C1=CC=CC=C1 3,3'-((2-bromo-1,3-phenylene)bis(oxy))bis(N,N-diphenylnaphthalen-1-amine)